C(CC)[Si]([Si](C)(C)C)(C)CCC dipropyl-tetramethyl-disilane